(S)-1-(4-chloro-3-fluorophenyl)ethylamine ClC1=C(C=C(C=C1)[C@H](C)N)F